COC(=O)[C@@H]1CN(CC[C@H]1NC(=O)C=1N=NN(C1)C1=C(C=C(C=C1)F)F)C1C(CCC1)C |r| rac-(3R,4R)-1-(2-methyl-cyclopentyl)-4-{[1-(2,4-difluoro-phenyl)-1H-[1,2,3]triazole-4-carbonyl]-amino}-piperidine-3-carboxylic acid methyl ester